CC1(O[C@H]2[C@@H](O1)[C@H](C[C@@H]2C2CCN(CC2)C(=O)OCCCC)OS(=O)(=O)C(F)(F)F)C butyl 4-[(3aR,4R,6S,6aR)-2,2-dimethyl-6-(trifluoromethanesulfonyloxy)-tetrahydro-3aH-cyclopenta[d][1,3]dioxol-4-yl]piperidine-1-carboxylate